FC(C)(F)C1=NC(=NO1)C12CCC(CC1)(CC2)CN(C(=O)C2CC(C2)(C(F)(F)F)O)C2=CC(=CC=C2)OC(C)C (1S,3S)-N-((4-(5-(1,1-difluoroethyl)-1,2,4-oxadiazol-3-yl)bicyclo[2.2.2]octan-1-yl)methyl)-3-hydroxy-N-(3-isopropoxyphenyl)-3-(trifluoromethyl)cyclobutane-1-carboxamide